N1=CC(=CC=C1)C=1C=CC2=C(C(CS(N2)(=O)=O)=O)C1 6-(Pyridin-3-yl)-1H-2,1-benzothiazin-4(3H)-on-2,2-dioxid